Cl.ClC=1C=C(CCN2C[C@@H](CC2)N)C=CC1OCC1CC1 (R)-1-(3-chloro-4-(cyclopropylmethoxy)phenethyl)pyrrolidin-3-amine hydrochloride